1-(1-oxo-1,2-dihydroisoquinolin-5-yl)-N-(6-(2-oxopyrrolidin-1-yl)-5-(trifluoromethyl)pyridine-3-yl)-5-(trifluoromethyl)-1H-pyrazole-4-carboxamide O=C1NC=CC2=C(C=CC=C12)N1N=CC(=C1C(F)(F)F)C(=O)NC=1C=NC(=C(C1)C(F)(F)F)N1C(CCC1)=O